(1r,4r)-N1-(4-(1-cyclopentyl-5-(cyclopropylmethyl)-1H-pyrazol-4-yl)pyrimidin-2-yl)cyclohexane-1,4-diamine C1(CCCC1)N1N=CC(=C1CC1CC1)C1=NC(=NC=C1)NC1CCC(CC1)N